2-(2-thienyl)-4-(acetoxy)-5-amino-3(2H)-furanone S1C(=CC=C1)C1OC(=C(C1=O)OC(C)=O)N